[Na].C(C)(=O)OCCCCCCCCCCCC.C(C)(=O)ON lauryl amino diacetate monosodium